2-[chloro(2H2)methyl]-3-fluoro-5-methylpyridine ClC(C1=NC=C(C=C1F)C)([2H])[2H]